C1(CCCCC1)CC1=CC2=C(S1)C1=CC=3C=CC4=C(SC(=C4)CCCCCCCC)C3C=C1C=C2 2-(cyclohexylmethyl)-8-octylanthra[1,2-b:5,6-b']dithiophene